5-(tert-butyl)-[1,1'-biphenyl] C(C)(C)(C)C=1C=CC=C(C1)C1=CC=CC=C1